Cl.Cl.C[C@@H]1[C@@H](C2=NC=CC=C2OC1)CN |o1:3,4| rel-1-[(3R,4R)-3-methyl-3,4-dihydro-2H-pyrano[3,2-b]pyridin-4-yl]methylamine dihydrochloride